N-(5-(1-methyl-2-oxopyrrolidin-3-yl)pyridin-2-yl)cyclopropanecarboxamide CN1C(C(CC1)C=1C=CC(=NC1)NC(=O)C1CC1)=O